Benzyl 4-[4-[4-[tert-butoxycarbonyl-[3-(tert-butoxycarbonylamino)-propyl]amino]-2-oxo-pyrrolidin-1-yl]phenyl]sulfonylpiperazine-1-carboxylate C(C)(C)(C)OC(=O)N(C1CC(N(C1)C1=CC=C(C=C1)S(=O)(=O)N1CCN(CC1)C(=O)OCC1=CC=CC=C1)=O)CCCNC(=O)OC(C)(C)C